6-methyl-7-oxo-N-(1-(trifluoromethyl)cyclopropyl)-6,7-dihydrothieno[2,3-c]pyridine-2-carboxamide CN1C(C2=C(C=C1)C=C(S2)C(=O)NC2(CC2)C(F)(F)F)=O